CN([C@H](C(=O)NC(C(=O)NC)C(C)C)C(C)C)C 2-((S)-2-(dimethylamino)-3-methylbutyrylamino)-N,3-dimethylbutyramide